C(C)(=O)C=1C(=CC(=NC1)Cl)NC=1N=CC=2CCC3=C(C2C1F)NC1=C3C(NC[C@H]1C)=O (R)-2-((5-acetyl-2-chloropyridin-4-yl)amino)-1-fluoro-10-methyl-5,6,8,9,10,11-hexahydro-7H-pyrido[3',4':4,5]pyrrolo[2,3-f]isoquinolin-7-one